ethyl 4-(2-{4-[(5-chloro-3-fluoropyridin-2-yl) oxy]-2-fluorophenyl} pyrimidin-4-yl)-3-oxobutanoate ClC=1C=C(C(=NC1)OC1=CC(=C(C=C1)C1=NC=CC(=N1)CC(CC(=O)OCC)=O)F)F